1-(2-stearoyloxyethyl)-imidazoline chloride [Cl-].C(CCCCCCCCCCCCCCCCC)(=O)OCCN1C=NCC1